4-(2-((5-methoxy-1,2,3,4-tetrahydronaphthalen-2-yl)(propyl)amino)ethyl)piperazine-1-carboxylic acid tert-butyl ester C(C)(C)(C)OC(=O)N1CCN(CC1)CCN(CCC)C1CC2=CC=CC(=C2CC1)OC